C1(CCCCC1)OC1=CC=C(CNC(=O)C2=NC(=NO2)C2=CC(=C(C(=C2)C(F)(F)F)OCC2=CC=C(C=C2)OC)C)C=C1 N-(4-(cyclohexyloxy)benzyl)-3-(4-((4-methoxybenzyl)oxy)-3-methyl-5-(trifluoromethyl)phenyl)-1,2,4-oxadiazole-5-carboxamide